1-(4-((4-((1H-indol-4-yl)amino)-7-methoxyquinazolin-6-yl)oxy)piperidin-1-yl)prop-2-en-1-one N1C=CC2=C(C=CC=C12)NC1=NC=NC2=CC(=C(C=C12)OC1CCN(CC1)C(C=C)=O)OC